benzyl 4-{4-[(4-methoxybenzyl)amino]-8-(2,2,2-trifluoroethyl)pyrazolo[1,5-a][1,3,5]triazin-2-yl}piperazine-1-carboxylate COC1=CC=C(CNC2=NC(=NC=3N2N=CC3CC(F)(F)F)N3CCN(CC3)C(=O)OCC3=CC=CC=C3)C=C1